CCCCCCCCCCCCCCCCCCC(=O)OC[C@H](COP(=O)([O-])OCC[N+](C)(C)C)OC(=O)CCCCCCC/C=C\CCCCCCCCC 1-nonadecanoyl-2-(9Z-nonadecenoyl)-glycero-3-phosphocholine